3,4',6'-Trimethyl-1-phenyl-1'H-spiro[pyrazole-4,2'-quinolin]-5(1H)-one CC1=NN(C(C12NC1=CC=C(C=C1C(=C2)C)C)=O)C2=CC=CC=C2